(6-(isopropyl(methyl)amino)-1-oxo-2,3-dihydro-1H-pyrrolo[3,4-c]pyridin-4-yl)methyl methanesulfonate CS(=O)(=O)OCC1=NC(=CC2=C1CNC2=O)N(C)C(C)C